tert-butyl 2-(3-amino-2-(methylamino)phenoxy)acetate NC=1C(=C(OCC(=O)OC(C)(C)C)C=CC1)NC